3-tert-butyl-N-[(5S)-2-{2-[1-(propan-2-yl)-1H-pyrazol-4-yl]-1H-imidazo[4,5-b]pyridin-7-yl}-6,7,8,9-tetrahydro-5H-benzo[7]annulen-5-yl]-1,2,4-oxadiazole-5-carboxamide C(C)(C)(C)C1=NOC(=N1)C(=O)N[C@H]1CCCCC2=C1C=CC(=C2)C2=C1C(=NC=C2)N=C(N1)C=1C=NN(C1)C(C)C